[Si](C1=CC=CC=C1)(C1=CC=CC=C1)(C(C)(C)C)OC[C@@H]1CO[C@@H](CN1C(=O)OC(C)(C)C)C(NC(C)(C)C1=CC(=CC(=C1)Cl)Cl)=O tert-butyl (2S,5S)-5-(((tert-butyldiphenylsilyl)oxy)methyl)-2-((2-(3,5-dichlorophenyl)propan-2-yl)carbamoyl)morpholine-4-carboxylate